B(O)(O)C1=CC2=C(S1)C(=CC=C2C(=O)O)OC 2-BORONO-7-METHOXYBENZO[B]THIOPHENE-4-CARBOXYLIC ACID